C(C)(C)(C)OC(=O)NCCCCCCN N-(tert-butoxycarbonyl)-1,6-hexanediamine